FC=1C=C(C(=O)OC)C=C(C1)C1=C(C=NN1CCC)C(F)(F)F methyl 3-fluoro-5-(1-propyl-4-(trifluoromethyl)-1H-pyrazol-5-yl)benzoate